1-(2-(1,3-dioxolan-2-yl)ethyl)-3-isopropylcyclopentyl acetate C(C)(=O)OC1(CC(CC1)C(C)C)CCC1OCCO1